4-(3-(2-((5-(4-(2-(2,6-dioxopiperidin-3-yl)-1,3-dioxoisoindolin-5-yl)piperazin-1-yl)pentyl)oxy)phenyl)-4,4-dimethyl-5-oxo-2-thioxoimidazolidin-1-yl)-2-(trifluoromethyl)benzonitrile O=C1NC(CCC1N1C(C2=CC=C(C=C2C1=O)N1CCN(CC1)CCCCCOC1=C(C=CC=C1)N1C(N(C(C1(C)C)=O)C1=CC(=C(C#N)C=C1)C(F)(F)F)=S)=O)=O